BrC1=CN(C2=CN=CC=C21)C2=C(C(=O)O)C=C(C=C2)F 2-(3-Bromo-1H-pyrrolo[2,3-c]pyridin-1-yl)-5-fluorobenzoic acid